NC=1C=C(C=CC1)CC(=O)NC1=NC=C(C(=C1)C=1C=C(N2CC(CC12)(C)C)C#N)Cl (3-aminophenyl)-N-(5-chloro-4-(5-cyano-2,2-dimethyl-2,3-dihydro-1H-pyrrolizin-7-yl)pyridin-2-yl)acetamide